COCCN1C[C@@H]([C@H](CC1)NC(=O)C1=CC(=CC=2N(C=NC21)CC(F)(F)F)C#CCNC2=C(C=C(C=C2)S(=O)(=O)C)OCC(F)(F)F)C N-[(3S,4S)-1-(2-methoxyethyl)-3-methyl-4-piperidyl]-6-{3-[4-mesyl-2-(2,2,2-trifluoroethoxy)phenylamino]-1-propynyl}-1-(2,2,2-trifluoroethyl)-1H-1,3-benzimidazole-4-carboxamide